5-(2-(dimethylamino)ethyl)-2-phenylAzolo[4,5-c]Quinoline-4(5H)-one CN(CCN1C(C2=C(C=3C=CC=CC13)NC(=C2)C2=CC=CC=C2)=O)C